N,N-bis(3-methoxybenzyl)pyridin-2-amine COC=1C=C(CN(C2=NC=CC=C2)CC2=CC(=CC=C2)OC)C=CC1